NC1=NC2=CC(=CC=C2C=C1Cl)CN(C(=O)C=1C=NC(=NC1)C)C1=C(C=CC=C1)S(=O)(=O)C N-[(2-amino-3-chloroquinolin-7-yl)methyl]-N-(2-methanesulfonylphenyl)-2-methylpyrimidine-5-carboxamide